2-Ethylsulfanyl-4-methyl-N-[3-(3-methyl-oxetan-3-yl)-propyl]-6-morpholin-4-yl-pyridine-3-carboxylic acid amide C(C)SC1=NC(=CC(=C1C(=O)NCCCC1(COC1)C)C)N1CCOCC1